ClC1=C(OCC(C(=O)OCC)(F)F)C=CC=C1 ethyl 3-(2-chlorophenoxy)-2,2-difluoropropionate